3-((3-methyl-4-(4-(trifluoromethyl)piperidin-1-yl)phenyl)amino)cyclobutane-1-carboxamide CC=1C=C(C=CC1N1CCC(CC1)C(F)(F)F)NC1CC(C1)C(=O)N